6-methyl-5-phenethyloxypyridin-2-amine CC1=C(C=CC(=N1)N)OCCC1=CC=CC=C1